N-tertiary butyl-trimethyl-silaneamine C(C)(C)(C)N[Si](C)(C)C